[C@H]12CC(C[C@H](CC1)N2)CCO 2-((1R,5S)-8-azabicyclo[3.2.1]octan-3-yl)ethan-1-ol